C1(CCCCC1)[C@@H](C(=O)N1[C@@H](CCC1)C=1SC=C(N1)C(C1=CC(=CC=C1)OCCOCCO)=O)NC([C@H](C)N(C(OC(C)(C)C)=O)C)=O tert-Butyl ((S)-1-(((S)-1-cyclohexyl-2-((S)-2-(4-(3-(2-(2-hydroxyethoxy)ethoxy)benzoyl)thiazol-2-yl)pyrrolidin-1-yl)-2-oxoethyl)amino)-1-oxopropan-2-yl)(methyl)carbamate